ClC1=CC=C(CC2CCC(C2(O)CN2N=CN=C2)(C)CCl)C=C1 5-(4-Chlorobenzyl)-2-(chloromethyl)-2-methyl-1-(1H-1,2,4-triazol-1-ylmethyl)cyclopentanol